FC(OC1=C(C(=O)NC=2C=C3C(=CNC3=CC2)C=2CCN(CC2)CC)C=CC=C1)(F)F 5-(2-trifluoromethoxybenzoyl)amino-3-(1-ethyl-1,2,3,6-tetrahydropyridin-4-yl)-1H-indole